trans-3-fluoro-4-(N-(4-hydroxytetrahydrofuran-3-yl)sulfamoyl)-1-methyl-1H-pyrrole-2-carboxylic acid ethyl ester C(C)OC(=O)C=1N(C=C(C1F)S(N[C@@H]1COC[C@H]1O)(=O)=O)C